FC1=C(C=CC=C1)NC=1N(C2=NC(=NC=C2N1)NC1CCOCC1)C1CCC(CC1)C(=O)N (1s,4s)-4-(8-(2-fluorophenylamino)-2-(tetrahydro-2H-pyran-4-ylamino)-9H-purin-9-yl)cyclohexanecarboxamide